2,3,3-trichloro-2,3-difluoropropionamide ClC(C(=O)N)(C(F)(Cl)Cl)F